C(=O)(OC(C)(C)C)NCC1(CCCCC1)CC(=O)O (1-(((Boc)amino)methyl)cyclohexyl)acetic acid